6-(cyclopropanecarboxamido)-2,7-naphthyridine-1,3-diyl bis(trifluoromethanesulfonate) FC(S(=O)(=O)OC1=NC(=CC2=CC(=NC=C12)NC(=O)C1CC1)OS(=O)(=O)C(F)(F)F)(F)F